2-(isoindolin-2-ylmethyl)-5-((4-(oxazol-2-yl)benzyl)oxy)-4H-pyran-4-one C1N(CC2=CC=CC=C12)CC=1OC=C(C(C1)=O)OCC1=CC=C(C=C1)C=1OC=CN1